NC(CNC(=O)C1=NC(=CN=C1)C=1NC2=CC=C(C=C2C1C)S(F)(F)(F)(F)F)(C)C N-(2-amino-2-methylpropyl)-6-(3-methyl-5-(pentafluoro-λ6-sulfaneyl)-1H-indol-2-yl)pyrazine-2-carboxamide